OC[C@@H]1C(N(CCO1)C(=O)OC(C)(C)C)C tert-butyl (2S-4S)-2-(hydroxymethyl)-3-methylmorpholine-4-carboxylate